5-[5',6'-dihydrospiro[pyrrolidine-3,4'-pyrrolo[1,2-b]pyrazol]-2'-yl]-3-[(1R)-1-(pyridin-4-yl)ethoxy]pyridin-2-amine N=1N2C(=CC1C=1C=C(C(=NC1)N)O[C@H](C)C1=CC=NC=C1)C1(CC2)CNCC1